S(=O)(=O)(C1=CC=C(C)C=C1)OCCCOCCOC1CCN(CC1)C(=O)OC(C)(C)C tert-Butyl 4-(2-(3-(tosyloxy)propoxy)ethoxy)piperidine-1-carboxylate